2-Methyl-benzisothiazolin-3-one CN1SC2=C(C1=O)C=CC=C2